ClC1=CC=C(C(=N1)C(=O)NS(=O)(=O)C)N[C@H](C)C=1C=C(C=C2C(N(C(=NC12)N1C[C@H]2C([C@H]2C1)C1=NC=C(N=C1)C)CC)=O)C 6-chloro-3-(((R)-1-(3-ethyl-6-methyl-2-((1R,5S,6R)-6-(5-methylpyrazin-2-yl)-3-azabicyclo[3.1.0]hexan-3-yl)-4-oxo-3,4-dihydroquinazolin-8-yl)ethyl)amino)-N-(methylsulfonyl)picolinamide